(8,9-dihydro-1H-7,10-dioxa-1,2-diaza-10a-boracyclohepta[de]naphthalen-1-yl)(phenyl)methanone N1(B2C=3C(=CC=CC3C=N1)OCCO2)C(=O)C2=CC=CC=C2